(4-chlorophenyl)(fluoromethyl)(2,3,4,5-tetramethylphenyl)sulfonium tetrafluoroborate F[B-](F)(F)F.ClC1=CC=C(C=C1)[S+](C1=C(C(=C(C(=C1)C)C)C)C)CF